FC(C1(CC1)C1=CC=C(C=C1)NC(=O)N1[C@H](CCC1)C(=O)NC1=CC=C(C=N1)C1=CC=C(C(=O)O)C=C1)(F)F 4-(6-{[1-({4-[1-(trifluoromethyl)cyclopropyl]phenyl}carbamoyl)-D-prolyl]amino}pyridin-3-yl)benzoic acid